N(=[N+]=[N-])[C@@H]1C[C@@H]([C@H](CC1)C(=O)OC)OC methyl (1S,2S,4S)-4-azido-2-methoxycyclohexanecarboxylate